[N+](=O)([O-])C=1C=C(C=C(C1)C(F)(F)F)N1C(COCC1)=O 4-(3-nitro-5-trifluoromethylphenyl)-morpholine-3-one